tert-Butyl 4-[(1E)-3-hydroxyprop-1-en-1-yl]piperidine-1-carboxylate OC/C=C/C1CCN(CC1)C(=O)OC(C)(C)C